The molecule is a member of the class of naphthalenes that is propionic acid in which one of the alpha-hydrogens is replaced by a 4-cyclohexyl-1-naphthyl group. It is a monocarboxylic acid and a member of naphthalenes. It derives from a propionic acid. CC(C1=CC=C(C2=CC=CC=C21)C3CCCCC3)C(=O)O